methyl 4-bromo-1-ethyl-1H-pyrazole-3-carboxylate BrC=1C(=NN(C1)CC)C(=O)OC